OC(=O)C(F)(F)F.C(CCC)N butan-1-amine TFA salt